ClCC1=NC2=C(N1CC1=CN=NN1CC)C=C(C=C2)C(=O)OC methyl 2-(chloromethyl)-1-((1-ethyl-1H-1,2,3-triazol-5-yl) methyl)-1H-benzo[d]imidazole-6-carboxylate